C(C)(C)(C)OC(=O)N1CCC(CC1)C(NC1=C(C=C(C=C1)NC1C(NC(CC1)=O)=O)F)=O tert-butyl-4-[[4-[(2,6-dioxo-3-piperidyl)amino]-2-fluoro-phenyl]carbamoyl]piperidine-1-carboxylate